methyl 1-((2-((3'-amino-2,2'-dichloro-[1,1'-biphenyl]-3-yl)amino)-3-fluoropyridin-4-yl)methyl)piperidine-4-carboxylate NC=1C(=C(C=CC1)C1=C(C(=CC=C1)NC1=NC=CC(=C1F)CN1CCC(CC1)C(=O)OC)Cl)Cl